Rac-(3R)-1-[3-(1-hydroxyethyl)-6-[5-[(6-methylpyridazin-3-yl)amino]benzimidazol-1-yl]-2-pyridinyl]pyrrolidine-3-carbonitrile OC(C)C=1C(=NC(=CC1)N1C=NC2=C1C=CC(=C2)NC=2N=NC(=CC2)C)N2C[C@@H](CC2)C#N |r|